4-(3-chloro-4-fluorobenzyl)-2,5-dimethyl-N-[(Z)-morpholin-4-ylmethylidene]aniline ClC=1C=C(CC2=CC(=C(\N=C/N3CCOCC3)C=C2C)C)C=CC1F